FC(C)(F)C1=CC(=NC=N1)NC1=CC(=NC=C1OCC)NC(C)=O N-(4-((6-(1,1-difluoroethyl)pyrimidin-4-yl)amino)-5-ethoxypyridin-2-yl)acetamide